3-bromo-6-(trifluorometh-yl)pyridazine BrC=1N=NC(=CC1)C(F)(F)F